(S)-N-Allyl-N-(1-(2-bromo-5-chlorophenyl)pent-4-en-1-yl)-2-methylpropane-2-sulfinamide C(C=C)N([S@@](=O)C(C)(C)C)C(CCC=C)C1=C(C=CC(=C1)Cl)Br